C(\C=C/C(=O)OC(C)(C)OC)(=O)OC(C)(C)OC bis-(methoxyisopropyl) maleate